C(C=C)(=O)N1C[C@@H](N(C[C@H]1C)C1=NC(N2C3=C(C(=C(C=C13)Cl)C1=C(C=CC=C1O)F)OC[C@H]2CN2CCOCC2)=O)C (3R,10S)-7-((2S,5R)-4-acryloyl-2,5-dimethylpiperazin-1-yl)-9-chloro-10-(2-fluoro-6-hydroxyphenyl)-3-(morpholinomethyl)-2,3-dihydro-5H-[1,4]oxazino[2,3,4-ij]quinazolin-5-one